P(=O)(O)(O)O.[C@@H]1([C@H](O)[C@H](O)[C@@H](COP(=O)(O)O)O1)N1C=NC=2C(O)=NC=NC12 inosinic acid phosphate